CC1(C(N(C(N1CCN1CCOCC1)=O)CC1=NC(=NO1)C1=CC(=C(C=C1)OC1=C(C=CC=C1)S(=O)(=O)CC(C)N1CCCC1)C(F)(F)F)=O)C 5,5-dimethyl-1-(2-morpholinoethyl)-3-((3-(4-(2-((2-(pyrrolidin-1-yl)propyl)sulfonyl)phenoxy)-3-(trifluoromethyl)phenyl)-1,2,4-oxadiazol-5-yl)methyl)imidazolidine-2,4-dione